Oxalic acid oxalate C(C(=O)O)(=O)O.C(C(=O)O)(=O)O